The molecule is a dibenzoazepine that is 5H-dibenzo[b,f]azepine substituted by a 3-(dimethylamino)propyl group at the nitrogen atom. It has a role as an adrenergic uptake inhibitor, an EC 3.4.21.26 (prolyl oligopeptidase) inhibitor and an antidepressant. It derives from a hydride of a 5H-dibenzo[b,f]azepine. CN(C)CCCN1C2=CC=CC=C2CCC3=CC=CC=C31